(R)-ethyl(methyl)((6-((R)-3-methylmorpholino)-2-(1H-pyrrolo[2,3-b]pyridin-4-yl)pyrimidin-4-yl)imino)-λ6-sulfanone C(C)[S@@](=O)(=NC1=NC(=NC(=C1)N1[C@@H](COCC1)C)C1=C2C(=NC=C1)NC=C2)C